N-(2-hydroxyethyl)-N-ethyl-acrylamide (methyl-3-ethyloxetan-3-yl)methacrylate CC1OCC1(CC)OC(C(=C)C)=O.OCCN(C(C=C)=O)CC